Cl.C1C(CC12CCNCC2)N2C[C@@H]1[C@H](C2)CC(C1)N1CCC(CC1)N1N=C(C=2C1=NC=NC2N)C2=CC=C(C=C2)OC2=CC=CC=C2 1-(1-((3aR,6aS)-2-(7-azaspiro[3.5]nonan-2-yl)octahydrocyclopenta[c]pyrrol-5-yl)piperidin-4-yl)-3-(4-phenoxyphenyl)-1H-pyrazolo[3,4-d]pyrimidin-4-amine hydrochloride